tri(4-Cyclohexylphenyl)phosphit C1(CCCCC1)C1=CC=C(C=C1)OP(OC1=CC=C(C=C1)C1CCCCC1)OC1=CC=C(C=C1)C1CCCCC1